4-methoxy-6-(1-(pyrrolidin-3-yl)ethyl)pyrimidine COC1=NC=NC(=C1)C(C)C1CNCC1